C(C1=CC=CC=C1)C(C#N)(C#N)C\C(\CCCOCC1=CC=CC=C1)=C/I (Z)-2-benzyl-2-(5-(benzyloxy)-2-(iodomethylene)pentyl)malononitrile